1-(4-(4-chloro-1-methyl-1H-imidazol-2-yl)phenyl)ethan-1-amine ClC=1N=C(N(C1)C)C1=CC=C(C=C1)C(C)N